N(=[N+]=[N-])[C@](C)(CC)C1=CN=C(C2=CN=C(C=C12)Cl)O[C@H](C)C[C@@H](C)SC 4-((R)-2-azidobut-2-yl)-6-chloro-1-(((2R,4R)-4-(methylsulfanyl)pent-2-yl)oxy)-2,7-naphthyridine